(1R,5S,6s)-3-azabicyclo[3.1.0]hexane-3,6-dicarboxylic acid [C@H]12CN(C[C@@H]2C1C(=O)O)C(=O)O